(4-(4-(7-hydroxy-8-methoxy-4-oxo-4H-chromen-2-yl)phenyl)butyl)triphenylphosphonium bromide [Br-].OC1=CC=C2C(C=C(OC2=C1OC)C1=CC=C(C=C1)CCCC[P+](C1=CC=CC=C1)(C1=CC=CC=C1)C1=CC=CC=C1)=O